2-ethenyl-2-methyl-1,3-dioxolane C(=C)C1(OCCO1)C